(2R)-N-[(1R)-1-(2H-1,3-benzodioxol-5-yl)ethyl]-2-(6-{5-chloro-2-[(oxacyclohex-4-yl)amino]pyrimidin-4-yl}-1-oxo-2,3-dihydro-1H-isoindol-2-yl)-3-hydroxypropanamide O1COC2=C1C=CC(=C2)[C@@H](C)NC([C@@H](CO)N2C(C1=CC(=CC=C1C2)C2=NC(=NC=C2Cl)NC2CCOCC2)=O)=O